ClC1=C(C=CC=C1)C=1N(C2=NC(=NC(=C2N1)N1CCC(CC1)C(F)(F)F)N1CCSCC1)C1=CC=C(C=C1)Cl 4-[8-(2-chlorophenyl)-9-(4-chlorophenyl)-6-[4-(trifluoromethyl)-1-piperidyl]purin-2-yl]thiomorpholine